[Si](C)(C)(C(C)(C)C)OCC1=CC=CC(=N1)N1CC(C1)C(C)(C)O 2-(1-(6-((tert-butyldimethylsilyloxy)methyl)Pyridin-2-yl)azetidin-3-yl)propan-2-ol